tert-butyl (8-Hydroxy-9H-purin-6-yl)carbamate OC=1NC2=NC=NC(=C2N1)NC(OC(C)(C)C)=O